((4-(3,8-diazabicyclo[3.2.1]octane-3-yl)-7-(3-hydroxynaphthalen-1-yl)-5,6,7,8-tetrahydropyrido[3,4-d]pyrimidin-2-yl)oxy)methylpyrrole C12CN(CC(CC1)N2)C=2C1=C(N=C(N2)OCC=2NC=CC2)CN(CC1)C1=CC(=CC2=CC=CC=C12)O